CC1=CC=C(C=C1)S(=O)(=O)O[C@@H](COCC1=CC=CC=C1)CN(S(=O)(=O)C)CC1CC1 (R)-1-(benzyloxy)-3-(N-(cyclopropylmethyl)methylsulfonamido)propan-2-yl 4-methylbenzenesulfonate